C1(CCC1)NC1=NC2=CC(=CC=C2C=N1)OCC1C(C(CO1)O)O 5-(((2-(cyclobutylamino)quinazolin-7-yl)oxy)methyl)tetrahydrofuran-3,4-diol